N-methyl-N-(4-phenylbut-3-en-2-yl)benzamide CN(C(C1=CC=CC=C1)=O)C(C)C=CC1=CC=CC=C1